(4E)-5-(3-nitrophenyl)hex-4-ene-2,3-dione [N+](=O)([O-])C=1C=C(C=CC1)/C(=C/C(C(C)=O)=O)/C